C(C)(C)C=1C(=NNC1C=1C=C(C=2N(C1)N=CN2)OC)C=2SC1=C(N2)CCC(C1)NCCC(F)(F)F 2-(4-isopropyl-5-(8-methoxy-[1,2,4]triazolo[1,5-a]pyridin-6-yl)-1H-pyrazol-3-yl)-N-(3,3,3-trifluoropropyl)-4,5,6,7-tetrahydrobenzo[d]thiazol-6-amine